(2E)-5-(2-ethyl-4-hydroxyphenyl)-2-(hydroxyimino)-2,3-dihydro-1H-inden-1-one C(C)C1=C(C=CC(=C1)O)C=1C=C2C\C(\C(C2=CC1)=O)=N/O